CN(CCOCCNC(O[C@H]1[C@H](NC[C@@H]1O)CC1=CC=C(C=C1)OC)=O)C (2R,3S,4S)-4-hydroxy-2-[(4-methoxyphenyl)methyl]pyrrolidin-3-yl N-{2-[2-(dimethylamino)ethoxy]ethyl}carbamate